phenyl-5-tert-butylphenyl-1,2,4-triazole C1(=CC=CC=C1)C1=NC(=NN1)C1=CC=CC(=C1)C(C)(C)C